[O].[Sn](=O)=O tin dioxide oxygen